NC1=C2N=CN(C2=NC=N1)[C@@H]1O[C@H](CC1)CN(C(C)C)C1CC(C1)CCC1=NC2=C(N1)C=C(C=C2)C(C)(C)C (2R,3R,4S,5R)-2-(6-aminopurin-9-yl)-5-[[[3-[2-(6-tert-butyl-1H-benzimidazol-2-yl)ethyl]cyclobutyl]-propan-2-ylamino]methyl]oxolane